CC1=CC=CC(=N1)C1=C(N=CN1)C=1C=C2C=C(C=NC2=CC1)NCCN1C[C@H](NCC1)C(=O)OC methyl (2S)-4-[2-[[6-[5-(6-methyl-2-pyridyl)-1H-imidazol-4-yl]-3-quinolyl]amino]ethyl]piperazine-2-carboxylate